C(C(C)C)[Al](CC(C)C)CC(C)C triiso-butyl-aluminum